C1OCC12CCN(CC2)[C@H]2[C@H](CCC2)OC=2C=C1CN(C(C1=CC2)=O)C2C(NC(CC2)=O)=O 3-(5-(((1S,2R)-2-(2-oxa-7-azaspiro[3.5]nonan-7-yl)cyclopentyl)oxy)-1-oxoisoindolin-2-yl)piperidine-2,6-dione